CC1S(CC1OC1=CC=C(C=C1)[N+](=O)[O-])(=O)=O methyl-3-(4-nitrophenoxy)thietane 1,1-dioxide